ClC1=C(C(=CC=C1C(=O)C=1C(=NN(C1O)C)C1CC1)C(F)(F)F)N1C(CCCC1)=O 1-{2-Chloro-3-[(3-cyclopropyl-5-hydroxy-1-methyl-1H-pyrazole-4-yl)carbonyl]-6-(trifluoromethyl)phenyl}piperidin-2-one